tert-butyl N-[(1s,4s)-4-{2-[(2-methoxyphenyl)amino]-7-oxo-5-[2-(triisopropylsilyl) ethynyl]pyrido[2,3-d]pyrimidin-8-yl}cyclohexyl]carbamate COC1=C(C=CC=C1)NC=1N=CC2=C(N1)N(C(C=C2C#C[Si](C(C)C)(C(C)C)C(C)C)=O)C2CCC(CC2)NC(OC(C)(C)C)=O